[(3R,4S,5R)-4-chloro-5-(5-fluoro-2,4-dioxo-3H-pyrimidin-1-yl)-3-[(4-methoxyphenyl)diphenylmethoxy]-2-[(trifluoromethane-sulfonyloxy)methyl]oxolan-2-yl]methyl trifluoromethanesulfonate FC(S(=O)(=O)OCC1(O[C@H]([C@H]([C@@H]1OC(C1=CC=CC=C1)(C1=CC=CC=C1)C1=CC=C(C=C1)OC)Cl)N1C(NC(C(=C1)F)=O)=O)COS(=O)(=O)C(F)(F)F)(F)F